CC=1C(=C2C(=NC1C(F)(F)F)CC(C2)C)NC(OCC(Cl)(Cl)Cl)=O 2,2,2-trichloroethyl (3,6-dimethyl-2-(trifluoromethyl)-6,7-dihydro-5H-cyclopenta[b]pyridin-4-yl)carbamate